C(#N)C=1C=C(C=NC1)NC1=NC=C2C(=N1)N(N(C2=O)CC=C)C2=CC=CC(=N2)OC2CCN(CC2)C(=O)OC(C)(C)C tert-butyl 4-[(6-{6-[(5-cyanopyridin-3-yl)amino]-3-oxo-2-(prop-2-en-1-yl)-1H,2H,3H-pyrazolo[3,4-d]pyrimidin-1-yl}pyridin-2-yl)oxy]piperidine-1-carboxylate